NCCC=1C=NC(=NC1)C1=C(C=C(C#N)C=C1)C(=O)C1=CN=C(S1)C(F)(F)F 4-[5-(2-aminoethyl)pyrimidin-2-yl]-3-[2-(trifluoromethyl)-1,3-thiazole-5-carbonyl]benzonitrile